[13C]([13C](=[13CH2])[13CH2][13C](=O)O)(=O)O itaconic acid-13C5